dibromopropionic acid CC(C(=O)O)(Br)Br